dimethyldiisopropyloxyborane CCC(C)(OBOC(C)C)C